2-(1-cyanopyrrolidin-3-yl)-N-(6-chlorobenzo[d]thiazol-2-yl)-acetamide C(#N)N1CC(CC1)CC(=O)NC=1SC2=C(N1)C=CC(=C2)Cl